4-methyl-3-[[4-(3-pyridinyl)-2-pyrimidinyl]amino]benzoic acid methyl ester COC(C1=CC(=C(C=C1)C)NC1=NC=CC(=N1)C=1C=NC=CC1)=O